COCCNC1=NC=C(C=N1)B1OC(C(O1)(C)C)(C)C N-(2-methoxyethyl)-5-(tetramethyl-1,3,2-dioxaborolan-2-yl)pyrimidin-2-amine